2-(4-cyclopropyl-6-methoxy-pyrimidin-5-yl)-9-[[4-[5-methoxy-3-(trifluoromethyl)pyrazol-1-yl]phenyl]methyl]-N-(2,2,2-trifluoroethyl)-7H-purin-8-imine C1(CC1)C1=NC=NC(=C1C1=NC=C2NC(N(C2=N1)CC1=CC=C(C=C1)N1N=C(C=C1OC)C(F)(F)F)=NCC(F)(F)F)OC